ethyl (2S,4R)-4-(2-(3-(4-amino-3-chlorobenzamido)-2-oxopyridin-1(2H)-yl)propanamido)-1-(3-chloropropanoyl)pyrrolidine-2-carboxylate NC1=C(C=C(C(=O)NC=2C(N(C=CC2)C(C(=O)N[C@@H]2C[C@H](N(C2)C(CCCl)=O)C(=O)OCC)C)=O)C=C1)Cl